ClC1=NC=CC=C1OC1=CC=C(C=C1)C(F)(F)F 2-Chloro-3-(4-(trifluoromethyl)phenoxy)pyridine